6-azaspiro[2.5]octane-1,6-dicarboxylic acid 6-tert-butyl 1-ethyl ester C(C)OC(=O)C1CC12CCN(CC2)C(=O)OC(C)(C)C